C(CC)C(C=C(C(=O)OCCCC)C(=O)OCCCC)CC di-n-butyl (2-n-propylbutylidene)malonate